C(#N)C1(CC1)NS(=O)(=O)C=1C=C(C=2N(C1)C(=NC2)C=2SC(=NN2)C(F)(F)F)N2CCN(CC2)C(=O)C2(OCCC2)C N-(1-cyanocyclopropyl)-8-(4-(2-methyltetrahydrofuran-2-carbonyl)piperazin-1-yl)-3-(5-(trifluoromethyl)-1,3,4-thiadiazol-2-yl)imidazo[1,5-a]pyridine-6-sulfonamide